tert-butyl (3-(pyrazin-2-yl)cyclohexyl)carbamate N1=C(C=NC=C1)C1CC(CCC1)NC(OC(C)(C)C)=O